N-[5-(1-methylazetidin-3-yl)-2-pyridinyl]Thiazole-4-carboxamide CN1CC(C1)C=1C=CC(=NC1)NC(=O)C=1N=CSC1